C1=CC=CC=2C1=C1NC3=CC=CC=C3C1=CC2 11H-benzo[a]carbazole